C1(CCC1)OC1CNCC(N1)C1=CC(=C(C(=C1)F)N1CC(CC1)CC(=O)O)F {1-[4-(6-Cyclobutoxy-piperazin-2-yl)-2,6-difluoro-phenyl]Pyrrolidin-3-yl}-acetic acid